3-methoxy-1-(4-methylphenyl)propan-1-one COCCC(=O)C1=CC=C(C=C1)C